N1N=NN=C1C1=C(C=CC=C1)NC(=O)C1=CC(=C(C(=O)OCC)C=C1O)O Ethyl 4-(2-(1H-tetrazol-5-yl) phenylaminocarbonyl)-2,5-dihydroxybenzoate